ClC=1C=C2C(=CC(=NC2=CC1)C(F)(F)F)NCC1(CN(C1)C(=O)NC1CC(C1)O)N1N=CC(=C1)F 3-(((6-Chloro-2-(trifluoromethyl)quinolin-4-yl)amino)methyl)-3-(4-fluoro-1H-pyrazol-1-yl)-N-(3-hydroxycyclobutyl)azetidine-1-carboxamide